[Br-].C[NH+](CCCCCCCCCCCCCC)C dimethyl-tetradecyl-ammonium bromide